6,7-dichloro-1-methylquinoxalinone ClC=1C=C2N=CC(N(C2=CC1Cl)C)=O